C(C)(C)(C)C=1C=C(N(N1)C1=CC=C(C=C1)C)NC(=O)NC1=CC=C(C2=CC=CC=C12)OCCC1CS(CC1)=O 1-[5-tert-butyl-2-p-tolyl-2H-pyrazol-3-yl]-3-[4-(2-(1-oxo-tetrahydrothiophen-3-yl)ethoxy)naphthalen-1-yl]-urea